C(C)S(=O)(=O)C=1C(=NC=C(C(=O)OC)C1)C1=NC=2N(C=C1)N=C(C2)C(F)(F)F methyl 5-(ethylsulfonyl)-6-(2-(trifluoromethyl)pyrazolo[1,5-a]pyrimidin-5-yl)nicotinate